Cl.Cl.BrC=1C(=CC2=NC=3[C@@H](C[C@@H](C3N2C1)C1=C(C=CC=C1OC(F)F)Cl)N)F (3R,5R)-11-bromo-3-[2-chloro-6-(difluoromethoxy)phenyl]-10-fluoro-1,7-diazatricyclo[6.4.0.02,6]dodeca-2(6),7,9,11-tetraen-5-amine dihydrochloride